FC1=C(C(=CC(=C1)C=C1CN(CC1)CCCF)F)[C@H]1N([C@@H](CC2=CC(=CC=C12)O)C)CC(F)(F)F (1S,3R)-1-(2,6-difluoro-4-((1-(3-fluoropropyl)pyrrolidin-3-ylidene)methyl)phenyl)-3-methyl-2-(2,2,2-trifluoroethyl)-1,2,3,4-tetrahydroisoquinolin-6-ol